tert-butyl (2S,3S)-3-amino-2-[(3-bromophenyl)methyl]pyrrolidine-1-carboxylate N[C@@H]1[C@@H](N(CC1)C(=O)OC(C)(C)C)CC1=CC(=CC=C1)Br